5-chloro-3-((6-((4-chlorobenzyl)oxy)-5-methoxypyridin-3-yl)oxy)pyridin-2-amine ClC=1C=C(C(=NC1)N)OC=1C=NC(=C(C1)OC)OCC1=CC=C(C=C1)Cl